CN1N=CC(=C1)C1=CC=C(C=C1)CN 1-[4-(1-methyl-1H-pyrazol-4-yl)phenyl]-methylamine